4E-methanol CO